C(C1=CC=CC=C1)OC[C@H]1N(S(OC1)=O)C(=O)OCCCC butyl (4R)-4-[(benzyloxy)methyl]-2-oxo-1,2lambda4,3-oxathiazolidine-3-carboxylate